pyrazolo[1,2]diazepine N1=NC=C2C1=CC=CN=N2